Cl.NC=1N(N=C2C=CC(=CC12)C=1C(C(=C2C=C(C=CN2C1)C1CC1)C1=CC2=C(OC(O2)(F)F)C=C1)=O)C 3-(3-amino-2-methyl-2H-indazol-5-yl)-8-cyclopropyl-1-(2,2-difluoro-1,3-benzodioxol-5-yl)quinolizin-2-one hydrochloride